(E)-4-(chloromethyl)-2-(2-fluoro-4-methoxystyryl)oxazole ClCC=1N=C(OC1)\C=C\C1=C(C=C(C=C1)OC)F